N-[[2-[(cyclopentyl-methylamino)methyl]-1H-indol-6-yl]methyl]-4-oxo-pyrido[1,2-a]pyrimidine-2-carboxamide C1(CCCC1)N(C)CC=1NC2=CC(=CC=C2C1)CNC(=O)C=1N=C2N(C(C1)=O)C=CC=C2